(Z)-1-(2,4-dichlorophenyl)-2-methoxy-ethanone oxime ClC1=C(C=CC(=C1)Cl)/C(/COC)=N/O